4-(pyridin-2-yl)but-3-yn-1-ol N1=C(C=CC=C1)C#CCCO